FC(S(=O)(=O)O)(F)F.C(C)N1CN(C=C1)C 1-ethyl-3-methylimidazole (trifluoromethanesulfonate)